2-(4-Methylpiperazin-1-yl)acetic acid 2-benzyl-4-methylphenyl ester C(C1=CC=CC=C1)C1=C(C=CC(=C1)C)OC(CN1CCN(CC1)C)=O